C(C)(C)(C)OC(=O)N(C1CCC(CC1)C(=O)O)CC (1r,4r)-4-{[(tert-butoxy)carbonyl](ethyl)amino}cyclohexane-1-carboxylic acid